2-[[[4-cyano-7-[4-[2,2,2-trifluoro-1-methyl-ethyl]phenyl]-2,3-dihydrobenzofuran-5-yl]amino]methyl]prop-2-enoic acid C(#N)C1=C(C=C(C2=C1CCO2)C2=CC=C(C=C2)C(C(F)(F)F)C)NCC(C(=O)O)=C